C(N)(=O)C1=NC=CC(=C1)NC(=O)C=1N(N=C2C=C(C=CC12)F)CC1CCCC1 N-(2-carbamoylpyridin-4-yl)-2-(cyclopentylmethyl)-6-fluoroindazole-3-carboxamide